(E)-3-(4-((E)-1-(4-hydroxyphenyl)-2-phenylbut-1-en-1-yl)phenyl)acrylic acid OC1=CC=C(C=C1)\C(=C(/CC)\C1=CC=CC=C1)\C1=CC=C(C=C1)/C=C/C(=O)O